C(C)(=O)N[C@H]1C[C@H](CCC1)C(=O)NC1=NC=C(C(=C1)C1=CC2=C3N(N=C2C=C1)CCC3(C)C)Cl (1S,3R)-3-Acetamido-N-(5-chloro-4-(1,1-dimethyl-2,3-dihydro-1H-pyrrolo[1,2-b]indazol-8-yl)pyridin-2-yl)cyclohexane-1-carboxamide